2-(benzyloxy)-6-bromo-4-phenoxyaniline C(C1=CC=CC=C1)OC1=C(N)C(=CC(=C1)OC1=CC=CC=C1)Br